(S)-5-{4-[4-(3,5-dimethylpyridin-2-yl)piperazine-1-carbonyl]phenyl}-5-propylimidazolidine-2,4-dione CC=1C(=NC=C(C1)C)N1CCN(CC1)C(=O)C1=CC=C(C=C1)[C@]1(C(NC(N1)=O)=O)CCC